Cl.Cl.N[C@H]1C[C@@H](CCC1)C1=NC(=C2N1C(=CN=C2N(C)C2=C(C=C(C=C2)OC)OC)/C=C/CCCCCC(=O)O)Br (E)-8-[3-[(1R,3R)-3-aminocyclohexyl]-1-bromo-8-[(2,4-dimethoxyphenyl)-methylamino]imidazo[1,5-a]pyrazin-5-yl]oct-7-enoic acid dihydrochloride